C(CCC1=CC=CC=C1)(=O)NC=1NC(C=2N=CN([C@H]3[C@H](O)[C@H](O)[C@@H](CO)O3)C2N1)=O N2-hydrocinnamoyl-guanosine